4,4'-methylenebis(2,6-diethyl-aniline) C(C1=CC(=C(N)C(=C1)CC)CC)C1=CC(=C(N)C(=C1)CC)CC